2-amino-3,3,3-trifluoropropanoic acid NC(C(=O)O)C(F)(F)F